FC(C(=O)N1CC(C1)N1N=C(C2=NC=CC(=C21)C(=O)N2CC(C2)O)C=2C=NC(=CC2)C(F)(F)F)=C 2-fluoro-1-(3-{7-[(3-hydroxyazetidin-1-yl)carbonyl]-3-[6-(trifluoromethyl)pyridin-3-yl]pyrazolo[4,3-b]pyridin-1-yl}azetidin-1-yl)prop-2-en-1-one